BrC1=CC=C(N(C2=CC=C(C=C2)C2=CC=CC3=CC=CC=C23)C2=CC=C(C=C2)C2=CC=CC3=CC=CC=C23)C=C1 4-bromo-N,N-bis(4-(naphthalen-1-yl)phenyl)aniline